FC=1C=C2C(=NC1)N(N=C2C2=NC=C(C(=N2)O)C#N)CC2=C(C=CC=C2)F (5-fluoro-1-(2-fluorobenzyl)-1H-pyrazolo[3,4-b]pyridin-3-yl)-4-hydroxypyrimidine-5-carbonitrile